N1NNC(CCCCCCCCC1)N triazacyclotridecane-4-amine